C1(=CCCC1)C1=CC=C2C=C(C(=NC2=C1)O)C(=O)NC1CS(C=C1)(=O)=O 7-(Cyclopent-1-en-1-yl)-N-(1,1-dioxido-2,3-dihydrothiophen-3-yl)-2-hydroxyquinoline-3-carboxamide